3-(2,6-dichlorophenyl)-5-cyclopropylisoxazole ClC1=C(C(=CC=C1)Cl)C1=NOC(=C1)C1CC1